fluoro-1-methanesulfonylpiperidin-4-amine hydrochloride Cl.FC1N(CCC(C1)N)S(=O)(=O)C